C(CCCCCCCCCCC)(=O)N1CC(C2=CC(=CC=C12)C)(C)CCN(C(C)=O)C N-(2-(1-dodecanoyl-3,5-dimethylindolin-3-yl)ethyl)-N-methylacetamide